N-((4-(2-((tert-butyldimethylsilyl)oxy)ethoxy)-2-chloropyridin-3-yl)carbamoyl)-2,6-dichloro-5-fluoronicotinamid [Si](C)(C)(C(C)(C)C)OCCOC1=C(C(=NC=C1)Cl)NC(=O)NC(C1=C(N=C(C(=C1)F)Cl)Cl)=O